(6aR)-8-acryloyl-1-(1,6-dimethylpyrrolo[3,4-c]pyrazol-5(1H)-yl)-4-chloro-3-(2-fluoro-6-hydroxyphenyl)-6,6a,7,8,9,10-hexahydro-12H-pyrazino[2,1-c]pyrido[3,4-f][1,4]oxazepin-12-one C(C=C)(=O)N1C[C@@H]2COC3=C(C(N2CC1)=O)C(=NC(=C3Cl)C3=C(C=CC=C3O)F)N3C(=C1N(N=CC1=C3)C)C